BrC=1C=C(C2=C(CNS(O2)(=O)=O)C1)F 6-bromo-8-fluoro-3,4-dihydro-2H-1,2λ6,3-benzoxathiazine-2,2-dione